6-hydroxy-n-hexyl-sodium OCCCCCC[Na]